methyl 5-(5-fluoro-2-methoxypyridin-4-yl)-1-[[2-(trimethylsilyl)ethoxy]methyl]-1,2,4-triazole-3-carboxylate FC=1C(=CC(=NC1)OC)C1=NC(=NN1COCC[Si](C)(C)C)C(=O)OC